5-(1-((3-ethyloxetan-3-yl)methyl)piperidin-4-yl)-2-(4-isopropyl-5-(8-methyl-[1,2,4]triazolo[1,5-a]pyridin-6-yl)-1H-pyrazol-3-yl)thiazole C(C)C1(COC1)CN1CCC(CC1)C1=CN=C(S1)C1=NNC(=C1C(C)C)C=1C=C(C=2N(C1)N=CN2)C